bi(phenyl) C1(=CC=CC=C1)C1=CC=CC=C1